C(C)(C)(C)C1=CC=C(C=C1)C(\C=C\C1=CC(=C(C=C1)OC)O)=O (E)-1-(4-Tert-butylphenyl)-3-(3-hydroxy-4-methoxyphenyl)prop-2-en-1-one